ClC=1C=C(C=CC1)C=1N=C(SC1)[C@H](C)N (S)-1-(4-(3-chlorophenyl)thiazol-2-yl)ethan-1-amine